1-[2-[3-(7-Aminothiazolo[5,4-d]pyrimidin-2-yl)-4-methylphenyl]ethynyl]cyclopentanol NC=1C2=C(N=CN1)SC(=N2)C=2C=C(C=CC2C)C#CC2(CCCC2)O